N1=C(C=CC=C1)NC(OC(C)O)C=1C=NC=NC1 ((pyridin-2-ylamino)(pyrimidin-5-yl)methoxy)ethanol